N-((1S,2R)-2-Aminocyclopentyl)-4-oxo-5-(4-phenoxyphenyl)-4,5-dihydro-3H-1-thia-3,5,8-triazaacenaphthylene-2-carboxamide N[C@H]1[C@H](CCC1)NC(=O)C=1SC=2N=CC=C3N(C(NC1C23)=O)C2=CC=C(C=C2)OC2=CC=CC=C2